7-methylnaphthalene-2-carboxylic acid tert-butyl ester C(C)(C)(C)OC(=O)C1=CC2=CC(=CC=C2C=C1)C